benzyl (2S)-2-(tert-butoxycarbonylamino)-5-triisopropylsilyloxy-hexanoate C(C)(C)(C)OC(=O)N[C@H](C(=O)OCC1=CC=CC=C1)CCC(C)O[Si](C(C)C)(C(C)C)C(C)C